methyl (R)-4-(3,5-difluoro-2-(trifluoromethyl)phenyl)-2-(fluoromethyl)-5-oxo-1,4,5,7-tetrahydrofuro[3,4-b]pyridine-3-carboxylate FC=1C(=C(C=C(C1)F)[C@@H]1C2=C(NC(=C1C(=O)OC)CF)COC2=O)C(F)(F)F